1-(4-(3-(1H-imidazol-1-yl)propyl)thiazol-2-yl)-3-(naphthalene-2-yl)urea N1(C=NC=C1)CCCC=1N=C(SC1)NC(=O)NC1=CC2=CC=CC=C2C=C1